FC=1C=CC(=C(C1)[C@@H](C)O)I (R)-1-(5-fluoro-2-iodophenyl)ethan-1-ol